N[C@@H]1CN(CC1)C(=O)C=1C=CC(=C(C1)C1=CC(=CC=C1)F)C=1C=C2C=CN(C2=CC1F)C (S)-5'-(3-aminopyrrolidine-1-carbonyl)-3-fluoro-2'-(6-fluoro-1-methyl-1H-indole-5-yl)-[1,1'-biphenyl]